tris-(2,4-di-t-butylphenyl)phosphite C(C)(C)(C)C1=C(C=CC(=C1)C(C)(C)C)OP(OC1=C(C=C(C=C1)C(C)(C)C)C(C)(C)C)OC1=C(C=C(C=C1)C(C)(C)C)C(C)(C)C